C(C)(C)(C)OC(=O)N1CCC(CC1)(C)NC(C1=CC(=CC=C1)NC(CC1=C(C=CC(=C1)Cl)O)=O)=O 4-[[3-[[2-(5-chloro-2-hydroxy-phenyl)acetyl]amino]benzoyl]amino]-4-methyl-piperidine-1-carboxylic acid tert-butyl ester